N-((R or S,E)-1-cyclopropyl-3-((R or S)-S-methylsulfonimidoyl)allyl)-2-(1,1-difluoroethyl)-4-phenoxypyrimidine-5-carboxamide C1(CC1)[C@H](\C=C\[S@@](=O)(=N)C)NC(=O)C=1C(=NC(=NC1)C(C)(F)F)OC1=CC=CC=C1 |o1:3,6|